N,N-di-2-ethylhexyl-N',N'-di-octyl-diglycolamide CCN(C(C(OCC(=O)N(CCCCCCCC)CCCCCCCC)CCCCCC)=O)CC